((1S,4S,5S)-4-(4-(butyldimethylsilyl)-2,6-dimethoxyphenyl)-6,6-dimethylbicyclo[3.1.1]hept-2-en-2-yl)methanol C(CCC)[Si](C1=CC(=C(C(=C1)OC)[C@H]1C=C([C@@H]2C([C@H]1C2)(C)C)CO)OC)(C)C